ClC=1C(=NC(=NC1)NC=1C=NN(C1)C)NC1=C(C=CC(=C1)NC(C=C)=O)C1=CC=CC=C1 N-(2-((5-chloro-2-((1-methyl-1H-pyrazol-4-yl)amino)pyrimidin-4-yl)amino)-[1,1'-biphenyl]-4-yl)acrylamide